rel-(2s,3r)-3-(4-chlorophenyl)-N-(2,3-difluorophenyl)-3,4-dihydro-5-methyl-2H-pyrrole-2-carboxamide 1-oxide ClC1=CC=C(C=C1)[C@@H]1[C@H]([N+](=C(C1)C)[O-])C(=O)NC1=C(C(=CC=C1)F)F |o1:7,8|